CC=1C(=C(C(=C(C(=O)OC(C=C)(CCC=C(C)C)C)C1C)O)C)O 3,7-dimethyloct-1,6-dien-3-ol methyl-2,4-dihydroxy-3,6-dimethylbenzoate